OC1OC2=CC=CC=C2C(C1(C1=CC=CC=C1)OC)(O)OC 2-hydroxy-3,4-dimethoxyisoflavan-4-ol